N,N,N,N-tetramethylammonium C[N+](C)(C)C